N[C@@H](CC=O)C=O aspartaldehyde